O[C@H](CO)C1=CC(=C2CN(C(C2=C1)=O)C1=CC(=CC=C1)C1(CCC1)C1=NN=CN1C)C(F)(F)F (S)-6-(1,2-dihydroxyethyl)-2-(3-(1-(4-methyl-4H-1,2,4-triazol-3-yl)cyclobutyl)phenyl)-4-(trifluoromethyl)isoindolin-1-one